[Li].[Ta].[La] lanthanum tantalum lithium